C1(CCCC1)SCC(=O)N1CCN(CC1)C(=O)[C@H]1[C@@H](C1)C1=CC=CC=C1 2-(Cyclopentylthio)-1-(4-((1R,2R)-2-phenylcyclopropane-carbonyl)piperazin-1-yl)ethanone